ClC=1C=C(C(=NC1)OC)S(=O)(=O)NC=1C(=C(C(=CC1)F)[C@H]1CN2C(CO1)=C(N=C2)C(=O)NC)F (6S)-6-[3-(5-chloro-2-methoxypyridine-3-sulfonamido)-2,6-difluorophenyl]-N-methyl-5H,6H,8H-imidazo[4,3-c][1,4]oxazine-1-carboxamide